2-(2-azaspiro[3.3]heptan-6-ylmethyl)-5-(trifluoromethyl)-7H-pyrrolo[2,3-d]pyrimidine C1NCC12CC(C2)CC=2N=CC1=C(N2)NC=C1C(F)(F)F